4-(3-oxo-7-((4-(4-(trifluoromethyl)piperidin-1-yl)phenyl)amino)-2,3-dihydro-4H-benzo[b][1,4]oxazin-4-yl)butanamide O=C1N(C2=C(OC1)C=C(C=C2)NC2=CC=C(C=C2)N2CCC(CC2)C(F)(F)F)CCCC(=O)N